3-(2,5-Diphenylpyrrol-1-yl)propanehydroxamic acid C1(=CC=CC=C1)C=1N(C(=CC1)C1=CC=CC=C1)CCC(=O)NO